FC1=C(CN2C(N(C(C=C2NC2=CC3=CN(N=C3C=C2Cl)C)=O)CC=2N=NN(N2)C(C2=CC=CC=C2)(C2=CC=CC=C2)C2=CC=CC=C2)=O)C=C(C(=C1)F)F 1-(2,4,5-trifluorobenzyl)-6-(6-chloro-2-methyl-2H-indazol-5-ylamino)-3-((2-trityl-2H-tetrazol-5-yl)methyl)pyrimidine-2,4(1H,3H)-dione